heptatriene C=CC=CC=CC